BrC=1C=C(C(=O)[O-])C=C(C1NCC1(CC1)O[Si](C1=CC=CC=C1)(C1=CC=CC=C1)C(C)(C)C)[N+](=O)[O-] 3-bromo-4-(((1-((tert-butyldiphenylsilyl) oxy) cyclopropyl) methyl) amino)-5-nitrobenzoate